(1R,6S)-2,2-difluoro-6-[4-(propan-2-yl)piperazin-1-yl]cyclohexan-1-amine trihydrochloride Cl.Cl.Cl.FC1([C@@H]([C@H](CCC1)N1CCN(CC1)C(C)C)N)F